4-[2-(4-chloro-3-fluorophenoxy)acetylamino]-2-oxobicyclo[2.2.2]octane-1-carboxylic acid ClC1=C(C=C(OCC(=O)NC23CC(C(CC2)(CC3)C(=O)O)=O)C=C1)F